C(#N)C1=C(C=CC=C1)[C@@H]([C@H](C)C=1N(C(C(=C(N1)C(=O)NC=1C=NOC1)O)=O)C)C=1C=NC(=NC1)C 2-((1R,2S)-1-(2-cyanophenyl)-1-(2-methylpyrimidin-5-yl)propan-2-yl)-5-hydroxy-N-(isoxazol-4-yl)-1-methyl-6-oxo-1,6-dihydropyrimidine-4-carboxamide